O=C1NC2=C(SC1[C@@H](C1=CC=CC=C1)NC(OC(C)(C)C)=O)N=CC=C2 tert-butyl ((1R)-(2-oxo-2,3-dihydro-1H-pyrido[2,3-b][1,4]thiazin-3-yl)(phenyl)methyl)carbamate